O=C1NC(CCC1C1=C(CN2CCN(CC2)CC2=CC3=C(N(C(=N3)NC(C3=CC(=CC=C3)C(F)(F)F)=O)C3CCC(CC3)CO)C=C2)C=CC=C1)=O N-(5-((4-(2-(2,6-dioxopiperidin-3-yl)benzyl)piperazin-1-yl)methyl)-1-((1s,4s)-4-(hydroxymethyl)cyclohexyl)-1H-benzo[d]imidazol-2-yl)-3-(trifluoromethyl)benzamide